(S)-6-((2,2-dimethyl-1,3-dioxolan-4-yl)methoxy)pyridin-2-amine CC1(OC[C@@H](O1)COC1=CC=CC(=N1)N)C